Cl.NC(C(=O)N1CCN(CC1)C(=O)NC1=NC(N(C=C1)C1=CC(=CC=C1)CCN1C[C@@]2(C[C@@H]2C1)N)=O)(C)C Cis-4-(2-Amino-2-methylpropanoyl)-N-(1-(3-(2-(1-amino-3-azabicyclo[3.1.0]hexan-3-yl)ethyl)phenyl)-2-oxo-1,2-dihydropyrimidin-4-yl)piperazine-1-carboxamide Hydrochloride Salt